ClC=1C=C(C(=NC1)OC=1C=NC(=CC1)C1=CC=NN1C1OCCCC1)F 5-chloro-3-fluoro-2-((6-(1-(tetrahydro-2H-pyran-2-yl)-1H-pyrazol-5-yl)pyridin-3-yl)oxy)pyridine